1,3,5-tris(triethoxysilylmethyl)hexahydro-1,3,5-triazine C(C)O[Si](OCC)(OCC)CN1CN(CN(C1)C[Si](OCC)(OCC)OCC)C[Si](OCC)(OCC)OCC